6,9-dibromo-1,2-bis-[4-(tert-butyl)phenyl]-1H-phenanthro[9,10-d]imidazole BrC=1C=CC2=C(C1)C1=CC(=CC=C1C=1N(C(=NC12)C1=CC=C(C=C1)C(C)(C)C)C1=CC=C(C=C1)C(C)(C)C)Br